3-fluoro-4-hydroxy-2-iodobenzaldehyde FC=1C(=C(C=O)C=CC1O)I